butyl-N-[2-(3,5-dichloro-4-hydroxyphenyl)-3,5-dioxo-4H-1,2,4-triazin-6-yl]carbamate C(CCC)OC(NC=1C(NC(N(N1)C1=CC(=C(C(=C1)Cl)O)Cl)=O)=O)=O